C(\C=C/C(=O)O)(=O)O.FC(C=1C=CC2=C(NC(=N2)[C@@H]2[C@H]3OC4=C([C@H]32)C=C(C=C4)OC4=C3CCC(NC3=NC=C4)=O)C1)(F)F 5-(((1R,1aS,6bR)-1-(6-(trifluoromethyl)-1H-benzo[d]imidazol-2-yl)-1a,6b-dihydro-1H-cyclopropa[b]benzofuran-5-yl)oxy)-3,4-dihydro-1,8-naphthyridin-2(1H)-one maleate salt